C(C)(=O)C=1C(C2=C(C=C(C(=C2C(C1O)=O)O)O)O)=O 2-acetyl-3,5,6,8-tetrahydroxy-1,4-naphthoquinone